3-{4-[2-(2,6-dioxopiperidin-3-yl)-1,3-dioxoisoindol-5-yl]piperazin-1-yl}propanoic acid O=C1NC(CCC1N1C(C2=CC=C(C=C2C1=O)N1CCN(CC1)CCC(=O)O)=O)=O